N-(o-tolyl)-2-[5-(1-piperidylsulfonyl)indol-1-yl]propanamide C1(=C(C=CC=C1)NC(C(C)N1C=CC2=CC(=CC=C12)S(=O)(=O)N1CCCCC1)=O)C